OC1=CC=C(C=C1)/C(=C(\CC)/C1=CC=CC=C1)/C1=CC=C(OCCCCCN2CCN(CC2)C2=CC=C3CN(C(C3=C2)=O)C2C(NC(CC2)=O)=O)C=C1 (Z)-3-(6-(4-(5-(4-(1-(4-hydroxyphenyl)-2-phenylbut-1-en-1-yl)phenoxy)pentyl)piperazin-1-yl)-1-oxoisoindolin-2-yl)piperidine-2,6-dione